BrCC=1C=C(SC1)C(=O)C=1C(=NC=NC1)N[C@@H]1C[C@@H]([C@H](C1)O[Si](C(C)C)(C(C)C)C(C)C)CO[Si](C)(C)C(C)(C)C [4-(Bromomethyl)-2-thienyl][4-({(1R,3R,4S)-3-({[tert-butyl(dimethyl)silyl]oxy}methyl)-4-[(triisopropylsilyl)oxy]cyclopentyl}amino)pyrimidin-5-yl]methanone